C(C)C(CC1C(=O)OC(C1)=O)(CC(CC(CCC)C)C)CCC 2-ethyl-4,6-dimethyl-2-propylnonylsuccinic anhydride